3-{[2-(4-isopropylphenyl)imidazo[1,2-a]pyridin-3-yl]methyl}-3,6-diazabicyclo[3.1.1]heptane-6-carboxylic acid tert-butyl ester C(C)(C)(C)OC(=O)N1C2CN(CC1C2)CC2=C(N=C1N2C=CC=C1)C1=CC=C(C=C1)C(C)C